3,3,3-trifluoro-2-chloro-prop-1-ene FC(C(=C)Cl)(F)F